C1(CC1)C(N(C1=CC=CC=C1)C(CC1(CCN(CC1)C(N(C)C1=CC=C(C=C1)F)=O)C(=O)O)=O)C1CC1 4-[2-[N-(dicyclopropylmethyl)anilino]-2-oxo-ethyl]-1-[(4-fluorophenyl)-methyl-carbamoyl]piperidine-4-carboxylic acid